BrC=1C=C(C=CC1)NC(=O)C1=NN(C2=CC=CC=C12)C N-(3-bromophenyl)-1-methyl-1H-indazole-3-carboxamide